(2S,5R)-5-(2-fluorophenyl)-1-(2'-methyl-3'-(N-methyl-methylsulfonylamino)-[1,1'-biphenyl]-4-carbonyl)pyrrolidine-2-carboxylic acid FC1=C(C=CC=C1)[C@H]1CC[C@H](N1C(=O)C1=CC=C(C=C1)C1=C(C(=CC=C1)N(C)S(=O)(=O)C)C)C(=O)O